3-[4-(1H-pyrrolo[2,3-b]pyridin-4-yloxy)phenyl]-1-[3-(trifluoromethoxy)phenyl]-2,4-imidazolidinedione N1C=CC=2C1=NC=CC2OC2=CC=C(C=C2)N2C(N(CC2=O)C2=CC(=CC=C2)OC(F)(F)F)=O